(Z)-Non-6-enal C(CCCC\C=C/CC)=O